C[C@@]1(C(NCC1)=O)C1=NC(=NO1)C1=NC=CC=C1NC1=CC=C(C=C1)C(F)(F)F (S)-3-methyl-3-(3-(3-((4-(trifluoromethyl)phenyl)amino)pyridin-2-yl)-1,2,4-oxadiazol-5-yl)pyrrolidin-2-one